trans-1-methyl-4-(6-methylpyridin-3-yl)pyrrolidin-3-amine CN1C[C@H]([C@@H](C1)C=1C=NC(=CC1)C)N